Cl.NC1=NC=C(C2=C1C=NN2)NC(=O)C(=O)N(C(C)C2=C(C=C(C=C2)C(F)(F)F)F)CC N-(4-Amino-1H-pyrazolo[4,3-c]pyridin-7-yl)-N'-ethyl-N'-[1-[2-fluoro-4-(trifluoromethyl)phenyl]ethyl]oxamide Hydrogen chloride